(S)-1-(2-ethoxy-5-(trifluoromethyl)benzyl)-3-methylpiperazine disuccinate C(CCC(=O)O)(=O)O.C(CCC(=O)O)(=O)O.C(C)OC1=C(CN2C[C@@H](NCC2)C)C=C(C=C1)C(F)(F)F